FC(N1N=CC2=CC=C(C=C12)COC1=CC=CC(=N1)C1CCN(CC1)CC1=NC2=C(N1C[C@H]1OCC1)C=C(C=C2)C(=O)O)F (S)-2-((4-(6-((1-(difluoromethyl)-1H-indazol-6-yl)methoxy)pyridin-2-yl)piperidine-1-yl)methyl)-1-(oxetan-2-ylmethyl)-1H-benzo[d]imidazole-6-carboxylic acid